CN1N=CC(=C1)C=1C=NN2C1C=C(C=C2)C2=CNC1=NC=C(C=C12)C=1C=NC(=CC1)N1CCN(CC1)C 3-(3-(1-methyl-1H-pyrazol-4-yl)pyrazolo[1,5-a]pyridin-5-yl)-5-(6-(4-methylpiperazin-1-yl)pyridin-3-yl)-1H-pyrrolo[2,3-b]pyridine